(2R,3R)-2-(6-chloro-2-(dec-1-yn-1-yl)-8-(furan-2-yl)-9H-purin-9-yl)tetrahydrofuran-3-ol ClC1=C2N=C(N(C2=NC(=N1)C#CCCCCCCCC)[C@@H]1OCC[C@H]1O)C=1OC=CC1